3,4-dihydroxy-cyclobutane-3-ene-1,2-dione OC=1C(C(C1O)=O)=O